(E)-1-cyano-N-(2,3-dihydroxypropyl)-2-(6-(piperidin-1-yl)naphthalen-2-yl)prop-1-ene-1-sulfonamide C(#N)/C(=C(/C)\C1=CC2=CC=C(C=C2C=C1)N1CCCCC1)/S(=O)(=O)NCC(CO)O